ClC=1C=C(C=CC1Cl)C(C(=O)NCC=1SC=C2C1CN(C2=O)C2C(NC(CC2)=O)=O)=O 2-(3,4-dichlorophenyl)-N-((5-(2,6-dioxopiperidin-3-yl)-4-oxo-5,6-dihydro-4H-thieno[3,4-c]pyrrol-1-yl)methyl)-2-oxoacetamide